(1S,3S)-3-((6-(5-((((cyclobutyl-methoxy)carbonyl)amino)methyl)-1-methyl-1H-1,2,3-triazol-4-yl)-5-fluoro-2-methylpyridin-3-yl)oxy)cyclohexane-1-carboxylic acid C1(CCC1)COC(=O)NCC1=C(N=NN1C)C1=C(C=C(C(=N1)C)O[C@@H]1C[C@H](CCC1)C(=O)O)F